tert-butyl (2-(2-amino-3-((1S,2S)-2-fluorocyclopropane-1-carbonyl)imidazo[1,2-a]pyridin-6-yl)benzyl)carbamate NC=1N=C2N(C=C(C=C2)C2=C(CNC(OC(C)(C)C)=O)C=CC=C2)C1C(=O)[C@H]1[C@H](C1)F